2-(2,2-diphenyl-vinyl)-pyridine C1(=CC=CC=C1)C(=CC1=NC=CC=C1)C1=CC=CC=C1